COC=1C2=C(N=CN1)N(C=C2\C=C\C)S(=O)(=O)C2=CC=CC=C2 (E)-4-Methoxy-7-(phenylsulfonyl)-5-(prop-1-en-1-yl)-7H-pyrrolo[2,3-d]pyrimidine